tert-butyl 4-{[7-methyl-6-(4,4,5,5-tetramethyl-1,3,2-dioxaborolan-2-yl)quinazolin-2-yl]amino}piperidine-1-carboxylate CC1=C(C=C2C=NC(=NC2=C1)NC1CCN(CC1)C(=O)OC(C)(C)C)B1OC(C(O1)(C)C)(C)C